CN(C)C=S N,N-dimethylthioformamide